7-((3S,4S)-4-amino-3-methyl-2-oxa-8-azaspiro[4.5]decan-8-yl)-4-(2,3-dichlorophenyl)-1,2-dihydro-3H-pyrrolo[3,4-c]pyridin-3-one N[C@@H]1[C@@H](OCC12CCN(CC2)C=2C1=C(C(=NC2)C2=C(C(=CC=C2)Cl)Cl)C(NC1)=O)C